C([C@@H]1[C@@H]([C@@H]([C@H]([C@@H](O1)O)O)O[C@@H]2[C@@H]([C@H]([C@H]([C@H](O2)CO[C@@H]3[C@@H]([C@H]([C@H]([C@H](O3)CO)O)O)O)O)O)O)O)O The molecule is a galactotriose consisting of two alpha-D-galactopyranose residues and a beta-D-galactopyranose residue joined in sequence by (1->6) and (1->3) glycosidic bonds. It derives from an alpha-D-Galp-(1->3)-beta-D-Galp.